4-(4-(azetidin-3-ylmethoxy)-1H-indazol-6-yl)-2-fluorophenol N1CC(C1)COC1=C2C=NNC2=CC(=C1)C1=CC(=C(C=C1)O)F